N-[5-[3-(3,3-dimethylbutoxy)phenyl]-4-(2-vinylphenyl)thiazol-2-yl]-3-nitro-benzenesulfonamide CC(CCOC=1C=C(C=CC1)C1=C(N=C(S1)NS(=O)(=O)C1=CC(=CC=C1)[N+](=O)[O-])C1=C(C=CC=C1)C=C)(C)C